ClC1=CC2=C(N=N1)N(CC2)[C@H]2CN(CC[C@H]2O)C(=O)OC(C)(C)C tert-butyl (3S,4R)-3-(3-chloro-5,6-dihydro-7H-pyrrolo[2,3-c]pyridazin-7-yl)-4-hydroxypiperidine-1-carboxylate